4-amino-1-((2R,3S,4S,5R)-3-ethynyl-4-hydroxy-5-(hydroxymethyl)-5-methyltetrahydrofuran-2-yl)pyrimidin-2(1H)-one NC1=NC(N(C=C1)[C@@H]1O[C@]([C@H]([C@@H]1C#C)O)(C)CO)=O